2-(1-cyclopropyl-1H-indol-4-yl)-7-(difluoromethoxy)-6-methoxy-4-(piperidine-1-carbonyl)isoquinolin-1(2H)-one C1(CC1)N1C=CC2=C(C=CC=C12)N1C(C2=CC(=C(C=C2C(=C1)C(=O)N1CCCCC1)OC)OC(F)F)=O